3-(5-(1-(7-((4-(((S)-1-(3-Amino-5-(trifluoromethyl)phenyl)ethyl)amino)-6-methoxy-2-methylquinazolin-7-yl)oxy)heptyl)piperidin-4-yl)-6-fluoro-1-oxoisoindolin-2-yl)piperidine-2,6-dione NC=1C=C(C=C(C1)C(F)(F)F)[C@H](C)NC1=NC(=NC2=CC(=C(C=C12)OC)OCCCCCCCN1CCC(CC1)C=1C=C2CN(C(C2=CC1F)=O)C1C(NC(CC1)=O)=O)C